C(N)(=O)C=1C=C(C=CC1)C(C#CC=1C2=C(C(N(C1)C)=O)NC(=C2C(=O)OCC)C)(C(F)(F)F)O ethyl 4-(3-(3-carbamoylphenyl)-4,4,4-trifluoro-3-hydroxy-but-1-ynyl)-2,6-dimethyl-7-oxo-1H-pyrrolo[2,3-c]pyridine-3-carboxylate